1-tert-butylamino-1,2-propanediol C(C)(C)(C)NC(C(C)O)O